(S)-N-(4-methyl-3-(7-(methylamino)-1,6-naphthyridin-3-yl)phenyl)-2-(3-(trifluoromethyl)-1H-1,2,4-triazol-1-yl)propanamide CC1=C(C=C(C=C1)NC([C@H](C)N1N=C(N=C1)C(F)(F)F)=O)C=1C=NC2=CC(=NC=C2C1)NC